BrC=1C=CC=C2C(=CN=CC12)N1C(NC(CC1)=O)=O 1-(8-bromo-4-isoquinolyl)hexahydropyrimidine-2,4-dione